(4-(4-(2,6-difluorobenzyl)-5-oxo-4,5-dihydro-1H-1,2,4-triazol-1-yl)-2-fluorophenoxy)-2-methylthiazole-4-carboxylic acid methyl ester COC(=O)C=1N=C(SC1OC1=C(C=C(C=C1)N1N=CN(C1=O)CC1=C(C=CC=C1F)F)F)C